ClC=1C2=C(N=CN1)N(C(=C2)C2CC2)COCC[Si](C)(C)C 2-[(4-chloro-6-cyclopropyl-pyrrolo[2,3-d]pyrimidin-7-yl)methoxy]ethyl-trimethyl-silane